tetra-n-butyl-ascorbate C(CCC)C([C@@]([C@@]1(C(=C(C(=O)O1)O)[O-])CCCC)(O)CCCC)(O)CCCC